N-(4-(2-fluoro-4,5,6,8-tetrahydro-7H-thieno[2,3-c]azepin-7-yl)-2,6-dimethylphenyl)-3,3-dimethylbutanamide FC1=CC2=C(CN(CCC2)C2=CC(=C(C(=C2)C)NC(CC(C)(C)C)=O)C)S1